NC=1C(=NC=C(N1)N1CCC(CC1)(C)N)C=1C(=C(C=CC1)N1CCN(CC1)CC1=CC(=C(C=C1)C1C(NC(CC1)=O)=O)F)Cl 3-(4-((4-(3-(3-amino-5-(4-amino-4-methylpiperidin-1-yl)pyrazin-2-yl)-2-chlorophenyl)piperazin-1-yl)methyl)-2-fluorophenyl)piperidine-2,6-dione